NC=1N=NC(=CC1C=1C=NN(C1F)C1CCN(CC1)C(=O)OC(C)(C)C)Cl tert-butyl 4-(4-(3-amino-6-chloropyridazin-4-yl)-5-fluoro-1H-pyrazol-1-yl)piperidine-1-carboxylate